P(=O)(OCC(CCCC)CC)(OCC(CCCC)CC)[O-] mono-2-ethylhexyl 2-ethylhexyl phosphate